1,2-di-4-pyridyl-1,2-ethanediol N1=CC=C(C=C1)C(C(O)C1=CC=NC=C1)O